C(C=C)OCC1OC(OC1)=O 4-((allyloxy)methyl)-1,3-dioxolan-2-one